6-Fluoro-4-(hydroxymethyl)-2-(methoxymethyl)-2,3-dihydrobenzofuran-7-carbonitrile FC1=C(C2=C(CC(O2)COC)C(=C1)CO)C#N